6-ethyl-5-[(cis-4-hydroxy-4-methylcyclohexyl)amino]-3-[[4-methyl-3-[(1-oxo-2-propen-1-yl)amino]phenyl]amino]-2-pyrazinecarboxamide C(C)C1=C(N=C(C(=N1)C(=O)N)NC1=CC(=C(C=C1)C)NC(C=C)=O)NC1CCC(CC1)(C)O